COC(=O)C12CC(C1)(C2)N2CCN(CC2)C(=O)OCC2=CC=CC=C2 benzyl 4-(3-methoxycarbonyl-1-bicyclo[1.1.1]pentanyl)-piperazine-1-carboxylate